F[C@@H]1CN(CC[C@@H]1NC1=NN2C(C(=N1)OC)=C(C=C2)C=2C=CC1=C(N(N=N1)[C@H](CF)C)C2)C(C([2H])([2H])[2H])=O 1-((3R,4S)-3-fluoro-4-((5-(1-((S)-1-fluoropropan-2-yl)-1H-benzo[d][1,2,3]triazol-6-yl)-4-methoxypyrrolo[2,1-f][1,2,4]triazin-2-yl)amino)piperidin-1-yl)ethan-1-one-2,2,2-d3